COC1=C(C(=CC=C1)OCC1NCCNC1)C1=CC(=NN1)NC=1N=CC(=NC1)C#N 5-((5-(2-methoxy-6-(piperazin-2-ylmethoxy)phenyl)-1H-pyrazol-3-yl)amino)pyrazine-2-carbonitrile